(R)-ethyl 3-(1,4-dimethyl-1H-benzo[d][1,2,3]triazol-5-yl)-3-(3-((2,2-dimethyl-2,3-dihydrobenzo[f][1,4]oxazepin-4(5H)-yl)methyl)-4-methylphenyl)propanoate CN1N=NC2=C1C=CC(=C2C)[C@H](CC(=O)OCC)C2=CC(=C(C=C2)C)CN2CC(OC1=C(C2)C=CC=C1)(C)C